tert-butyl trans-3-amino-2-phenylpyrrolidine-1-carboxylate N[C@H]1[C@@H](N(CC1)C(=O)OC(C)(C)C)C1=CC=CC=C1